Sulfolene S1(=O)(=O)CC=CC1